1,1-difluoro-1,2,2-tribromo-2-chloroethane FC(C(Cl)(Br)Br)(Br)F